C(=O)(O)[C@H](CC(=O)C1=CC2=C(S1)C=C(C(=C2F)OCCCOC=2C(=C(C1=C(SC(=C1)C(=O)[C@H]1[C@@H](CC1)C(=O)O)C2)F)OC)OC)C trans-2-(6-(3-((2-((S)-3-carboxybutanoyl)-4-fluoro-6-methoxybenzo[b]thiophen-5-yl)oxy)propoxy)-4-fluoro-5-methoxybenzo[b]thiophene-2-carbonyl)cyclobutanecarboxylic acid